N1=CN=CC2=C1NC(CC2)=O 5,8-dihydropyrido[2,3-d]pyrimidin-7(6H)-one